boric acid nickel methanesulfonate CS(=O)(=O)[O-].[Ni+2].B(O)(O)O.CS(=O)(=O)[O-]